CCCCCCCCCC=C.[Na] sodium undec-10-ene